C1(CCCCCC(=O)O1)=O heptanedioic anhydride